3-(4-methanesulfonylphenyl)-1-methyl-6-[4-(1-methylpiperidin-4-yl)phenyl]-1,2-dihydroquinolin-2-one CS(=O)(=O)C1=CC=C(C=C1)C=1C(N(C2=CC=C(C=C2C1)C1=CC=C(C=C1)C1CCN(CC1)C)C)=O